Tert-butyl-2-morpholino-4-(((trifluoromethyl)sulfonyl)oxy)-5,8-dihydropyrido[3,4-d]pyrimidine-7(6H)-carboxylate C(C)(C)(C)OC(=O)N1CC=2N=C(N=C(C2CC1)OS(=O)(=O)C(F)(F)F)N1CCOCC1